C(C)(C)N(C(NC)=S)C 3-isopropyl-1,3-dimethylthiourea